(R)-(2-(benzyloxy)-3-(docosyloxy)propoxy)(tert-butyl)diphenylsilane C(C1=CC=CC=C1)O[C@@H](CO[Si](C1=CC=CC=C1)(C1=CC=CC=C1)C(C)(C)C)COCCCCCCCCCCCCCCCCCCCCCC